[Si](C)(C)(C(C)(C)C)OCC1(CN2C(O1)=CC=N2)C 2-(((tert-butyldimethylsilyl)oxy)methyl)-2-methyl-2,3-dihydropyrazolo[5,1-b]oxazole